(5-Methylpyridin-2-yl)-1H-pyrrole-2-carboxylic acid CC=1C=CC(=NC1)N1C(=CC=C1)C(=O)O